FC1=NN=C2N1C1=CC(=CC=C1C(=N2)N(C2=CC=CC=C2)C)C#CC fluoro-N-methyl-N-phenyl-8-(prop-1-yn-1-yl)-[1,2,4]triazolo[4,3-a]quinazolin-5-amine